ClC1=C(C=C(C=C1)F)[C@H]1C=2N(CC(N1)=O)C(=NC2NC(C2=CC(=CC(=C2)C(F)(F)F)F)=O)C#C (S)-N-(8-(2-chloro-5-fluorophenyl)-3-ethynyl-6-oxo-5,6,7,8-tetrahydroimidazo[1,5-a]pyrazin-1-yl)-3-fluoro-5-(trifluoromethyl)benzamide